(S)-8-fluoro-6-(5-fluoropyridin-2-yl)-2-(4-((6-oxo-5-(trifluoromethyl)-1,6-dihydropyridazin-4-yl)amino)pentyl)isoquinolin-1(2H)-one FC=1C=C(C=C2C=CN(C(C12)=O)CCC[C@H](C)NC=1C=NNC(C1C(F)(F)F)=O)C1=NC=C(C=C1)F